1-(7-cyclopropyl-[1,2,4]triazolo[1,5-a]pyridin-5-yl)-1-(4-(trifluoromethoxy)phenyl)ethan-1-ol C1(CC1)C1=CC=2N(C(=C1)C(C)(O)C1=CC=C(C=C1)OC(F)(F)F)N=CN2